FC1=CC=C(C=C1)S(=O)(=O)NC(C1=CC(=C(C=C1)C)OCC1=C(C=CC=C1C)C)=O N-((4-fluorophenyl)sulfonyl)-3-((2,6-dimethylbenzyl)oxy)-4-methylbenzamide